6-[(2R)-2-amino-3-(oxetan-3-yl)propyl]-7-methyl-N-[(thiophen-2-yl)methyl]thieno[3,2-c]pyridazin-4-amine N[C@@H](CC1=C(C=2N=NC=C(C2S1)NCC=1SC=CC1)C)CC1COC1